C(CCCCCCCCCCC)(=O)[O-].C(CCCCCCCCCCC)(=O)[O-].[Al+2] aluminum dilaurate